NC(C(F)(F)F)C1=NN2C(CN(CCC2)C(=O)OC(C)(C)C)=C1 tert-butyl 2-(1-amino-2,2,2-trifluoroethyl)-7,8-dihydro-4H-pyrazolo[1,5-a][1,4]diazepine-5(6H)-carboxylate